FC=1C=CC2=C(CCO2)C1CNC1=NC=C(C=2N1C=NN2)C=2C=CC1=C(S(C(=C1)C)(=O)=O)C2 6-(5-(((5-fluoro-2,3-dihydrobenzofuran-4-yl)methyl)amino)-[1,2,4]triazolo[4,3-c]pyrimidin-8-yl)-2-methylbenzo[b]thiophene 1,1-dioxide